FC(N1N=C(C=C1)[C@H]1[C@@H](C1)C=1C=CC(=NC1)CNC)F 1-[5-[(1R,2R)-2-[1-(difluoromethyl)pyrazol-3-yl]cyclopropyl]-2-pyridyl]-N-methyl-methanamine